2-(2-(4-Chloro-6-(trifluoromethyl)-quinazolin-2-yl)-ethyl)isoindoline-1,3-dione ClC1=NC(=NC2=CC=C(C=C12)C(F)(F)F)CCN1C(C2=CC=CC=C2C1=O)=O